2-(2-hydroxy-2-phenylpropyloxy)isoindole-1,3-dione OC(CON1C(C2=CC=CC=C2C1=O)=O)(C)C1=CC=CC=C1